4-benzyl 1-(tert-butyl) (R)-2-(methoxymethyl)piperazine-1,4-dicarboxylate COC[C@@H]1N(CCN(C1)C(=O)OCC1=CC=CC=C1)C(=O)OC(C)(C)C